NC1=C(C=C(C=N1)C=1C=C2N(N1)CCC21CN(C1)C(=O)NC(C)C1=NN(C=C1)CC)C(F)(F)F 2'-[6-amino-5-(trifluoromethyl)pyridin-3-yl]-N-[1-(1-ethyl-1H-pyrazol-3-yl)ethyl]-5',6'-dihydro-1H-spiro[azetidine-3,4'-pyrrolo[1,2-b]pyrazole]-1-carboxamide